[2H]C(N(C)C)(CC1=CNC2=CC=CC=C12)[2H] α,α-dideutero-N,N-dimethyltryptamine